NCCN1C(N(CC1)CCN(CC#N)CCNCC#N)=O 2-((2-(3-(2-aminoethyl)-2-oxoimidazolidin-1-yl)ethyl)(2-((cyanomethyl)amino)ethyl)amino)acetonitrile